3-{[6-(4-methoxyphenyl)pyridazin-3-yl]amino}-N-[(5-methylfuran-2-yl)methyl]benzamide COC1=CC=C(C=C1)C1=CC=C(N=N1)NC=1C=C(C(=O)NCC=2OC(=CC2)C)C=CC1